(1H-indol-3-yl)-4-phenylpiperazine-1-carboxamide N1C=C(C2=CC=CC=C12)C1N(CCN(C1)C1=CC=CC=C1)C(=O)N